4-[4-[4-(5-Ethoxypyridin-3-yl)thiophene-2-carbonyl]piperazin-1-yl]-N-(4-methoxyphenyl)benzamide C(C)OC=1C=C(C=NC1)C=1C=C(SC1)C(=O)N1CCN(CC1)C1=CC=C(C(=O)NC2=CC=C(C=C2)OC)C=C1